imidazo[1,2-c]Pyrimidin-5-ol N=1C=CN2C(=NC=CC21)O